(R)-6-((3-fluoroazetidin-1-yl)methyl)-2-(3-(1,1,2-trifluoro-1-(4-methyl-4H-1,2,4-triazol-3-yl)propan-2-yl)phenyl)-4-(trifluoromethyl)isoindolin-1-one FC1CN(C1)CC1=CC(=C2CN(C(C2=C1)=O)C1=CC(=CC=C1)[C@@](C(C1=NN=CN1C)(F)F)(C)F)C(F)(F)F